C1CCC2=C(C=CC=C12)NC1=C(C=C2C(=N1)NN=C2N2C(C1=CC=CC=C1C2=O)=O)F 2-(6-((2,3-dihydro-1H-inden-4-yl)amino)-5-fluoro-1H-pyrazolo[3,4-b]pyridin-3-yl)isoindoline-1,3-dione